ClC=1C(=CC(=C(C(=O)N2C(CNCC2)=O)C1)O)O (5-chloro-2,4-dihydroxybenzoyl)piperazin-2-one